(trifluoromethoxy)benzo[d]oxazol FC(OC=1OC2=C(N1)C=CC=C2)(F)F